OC1=C(C=C(C=C1OC)\C=C\C1=CC=C(C=C1)OC)NS(=O)(=O)C=C (E)-N-(2-hydroxy-3-methoxy-5-(4-methoxystyryl)phenyl)ethenesulfonamide